C1(CC1)C=1N=C2N(C=C(N=C2)C2=CC(=C(C=C2)F)C(C(F)(F)F)(F)F)C1C=1C(=C2C=NNC2=CC1)F 2-Cyclopropyl-3-(4-fluoro-1H-indazol-5-yl)-6-(4-fluoro-3-pentafluoroethyl-phenyl)-imidazo[1,2-a]pyrazine